2-fluorophenyl-piperidine-4-carbaldehyde FC1=C(C=CC=C1)N1CCC(CC1)C=O